N-(3-chloro-5-(methylsulfonylamino)phenyl)-1-(3-fluoro-5-morpholinopyridin-2-yl)-5-methyl-1H-pyrrole-3-carboxamide ClC=1C=C(C=C(C1)NS(=O)(=O)C)NC(=O)C1=CN(C(=C1)C)C1=NC=C(C=C1F)N1CCOCC1